phenylchloromethylsulfoxide C1(=CC=CC=C1)C(Cl)S(=O)C(C1=CC=CC=C1)Cl